1-Ethyl 7-isopropyl 3-(4-chlorobenzoyl)indolizine-1,7-dicarboxylate ClC1=CC=C(C(=O)C2=CC(=C3C=C(C=CN23)C(=O)OC(C)C)C(=O)OCC)C=C1